BrC(=C(F)F)C(F)(F)F 2-bromopentafluoroprop-1-ene